(2R,3R,4S,5R)-2-[2-chloro-6-(4-phenyl-1-piperidyl)purin-9-yl]-5-(hydroxymethyl)tetrahydrofuran-3,4-diol ClC1=NC(=C2N=CN(C2=N1)[C@@H]1O[C@@H]([C@H]([C@H]1O)O)CO)N1CCC(CC1)C1=CC=CC=C1